C(C)(=O)NC=1C=NC(=NC1)N1CCC(=CC1)C(=O)O 1-(5-acetamidopyrimidin-2-yl)-1,2,3,6-tetrahydropyridine-4-carboxylic acid